BrC=1C=CC2=C(CN(S2(=O)=O)C2CC2)C1F 5-bromo-2-cyclopropyl-4-fluoro-2,3-dihydrobenzo[d]isothiazol 1,1-dioxide